1-benzyl-5-(1H-tetrazol-5-yl)-1H-indole-3-carbaldehyde C(C1=CC=CC=C1)N1C=C(C2=CC(=CC=C12)C1=NN=NN1)C=O